[N+](=O)([O-])C1=C(C(=O)NC2=C(C(=C(C=C2)Cl)Cl)Cl)C=CC=C1 2-nitro-N-(3,4-dichlorochlorophenyl)benzamide